1-(2-aminothiazolo[4,5-b]pyridin-6-yl)-3-(4-bromo-3-fluorophenyl)-1-[2-(4-morpholinyl)ethyl]urea NC=1SC=2C(=NC=C(C2)N(C(=O)NC2=CC(=C(C=C2)Br)F)CCN2CCOCC2)N1